(Z)-methyl 3-(5-bromo-3-(1-cyano-2-(4-methoxypyridin-3-yl) vinyl)-1H-indol-1-yl)-3-oxopropanoate BrC=1C=C2C(=CN(C2=CC1)C(CC(=O)OC)=O)/C(=C/C=1C=NC=CC1OC)/C#N